ClC1=CC(=C(CN)C=C1Cl)OC 4,5-dichloro-2-methoxybenzyl-amine